2-(4-(2-acetyl-5-chloro(phenyl)-3-methoxy-6-oxopyridazin-1(6H)-yl)-3-phenylpropionamido)benzoic acid tert-butyl ester C(C)(C)(C)OC(C1=C(C=CC=C1)NC(CCC1=CC=C(C=C1)N1N(C(C(=C(C1=O)Cl)C1=CC=CC=C1)OC)C(C)=O)=O)=O